ethyl 5-(4-fluorophenyl)-4-methoxy-1-methyl-6-oxo-1,6-dihydropyridine-3-carboxylate FC1=CC=C(C=C1)C1=C(C(=CN(C1=O)C)C(=O)OCC)OC